FC=1C=CC(=C2N=CC=NC12)C1CC(CC(C1)C)N 3-(8-fluoroquinoxalin-5-yl)-5-methylcyclohexanamine